C(C)(C)(C)OC(=O)N1[C@@H](C[C@H](C1)O)C(N(C)C)=O.C(C)(=O)O[C@@H]1C[C@H](N(C1)C(=O)OC(C)(C)C)C(N(C)C)=O tert-butyl (2S,4R)-4-(acetyloxy)-2-(dimethylcarbamoyl)pyrrolidine-1-carboxylate Tert-butyl-(2S,4R)-2-(dimethylcarbamoyl)-4-hydroxypyrrolidine-1-carboxylate